Di-tert-butyl (((5-hydroxy-3-(4-hydroxyphenyl)-4-oxo-4H-chromen-7-yl)oxy)-methyl) phosphate P(=O)(OC(C)(C)C)(OC(C)(C)C)OCOC1=CC(=C2C(C(=COC2=C1)C1=CC=C(C=C1)O)=O)O